6'-chloro-N-(5-(2,2-difluoropropoxy)-1,3,4-thiadiazol-2-yl)-3'-methoxy-6-methyl-4,4'-bipyridine-3-carboxamide ClC1=CC(=C(C=N1)OC)C1=C(C=NC(=C1)C)C(=O)NC=1SC(=NN1)OCC(C)(F)F